3-(trifluorometh-yl)-pyrrolidine FC(C1CNCC1)(F)F